ClC1=CC(=C(C=N1)NC(=O)C1(CN(C1)CCC(C(=O)O)(C)C)C1=C(C=CC=C1)C(C)C)OC 4-(3-((6-chloro-4-methoxypyridin-3-yl)carbamoyl)-3-(2-isopropylphenyl)azetidin-1-yl)-2,2-dimethylbutanoic acid